(Z)-2-(5-fluoro-1-(3-phenoxybenzylidene)-2-propyl-1H-inden-3-yl)acetic acid FC=1C=C2C(=C(/C(/C2=CC1)=C/C1=CC(=CC=C1)OC1=CC=CC=C1)CCC)CC(=O)O